Ethyl 3-[5-amino-4-carbamoyl-3-[4-[[(2-methoxybenzoyl)amino]methyl]phenyl]pyrazol-1-yl]cyclohexanecarboxylate NC1=C(C(=NN1C1CC(CCC1)C(=O)OCC)C1=CC=C(C=C1)CNC(C1=C(C=CC=C1)OC)=O)C(N)=O